NC1=C2C(=NC=N1)N(N=C2C2=CC=C(C=C2)OC2=CC=CC=C2)C2CCN(CC2)CC2=CC(=NC(=C2)F)NC2C(NC(CC2)=O)=O 3-((4-((4-(4-amino-3-(4-phenoxyphenyl)-1H-pyrazolo[3,4-d]pyrimidin-1-yl)piperidin-1-yl)methyl)-6-fluoropyridin-2-yl)amino)piperidine-2,6-dione